3-isopropyl-6-(2-thienyl)chromanone C(C)(C)C1C(OC2=CC=C(C=C2C1)C=1SC=CC1)=O